CSC1=C(C(=O)Cl)C=C(C=N1)[N+](=O)[O-] 2-(Methylthio)-5-nitronicotinoyl chloride